C(CC)C=1N(C2=C(C(=NC=3C=CC=CC23)N)N1)CCCS(=O)(=O)C 2-propyl-1-[3-(methylsulfonyl)propyl]-1H-imidazo[4,5-c]quinolin-4-amine